C(C)(C)(C)C=1C=C(C=CC(=O)OCCSCCOC(C=CC2=CC(=C(C(=C2)C(C)(C)C)O)C(C)(C)C)=O)C=C(C1O)C(C)(C)C thiodiethylene bis(3,5-di-tert-butyl-4-hydroxycinnamate)